Cl.ClCCN1CC(CC1)(F)F 1-(2-chloroethyl)-3,3-difluoropyrrolidine hydrochloride